ClC=1C=C2C(=C3C1NC(NC31CCCCC1)=O)OC(=N2)C(=O)NC2(CCOCC2)COC 5-chloro-N-[4-(methoxymethyl)oxan-4-yl]-7-oxo-7,8-dihydro-6H-spiro[[1,3]oxazolo[5,4-f]quinazoline-9,1'-cyclohexane]-2-carboxamide